COC1CC(C(C1)OC)=O 3,5-dimethoxycyclopentanone